(R)-3-chlorophenyl ethylene oxide ClC=1C=C(C=CC1)[C@@H]1CO1